4-Cyclopropyl-N-[(S)-(4,4-difluorocyclohexyl)-[7-[[(3R*,5S*)-5-isopropyl-2-oxo-pyrrolidin-3-yl]methyl]imidazo[1,2-b]pyridazin-2-yl]methyl]-1,2,5-oxadiazole-3-carboxamide C1(CC1)C=1C(=NON1)C(=O)N[C@H](C=1N=C2N(N=CC(=C2)C[C@H]2C(N[C@@H](C2)C(C)C)=O)C1)C1CCC(CC1)(F)F |o1:21,24|